(3-(3-Fluoropyridin-4-yl)-1-methyl-1H-pyrazol-4-yl)-1H-pyrazolo[3,4-b]Pyridine FC=1C=NC=CC1C1=NN(C=C1N1N=CC=2C1=NC=CC2)C